tert-Butyl 2-(2,5-difluoro-4-hydroxyphenyl)acetate FC1=C(C=C(C(=C1)O)F)CC(=O)OC(C)(C)C